ClC=CC(F)(F)F (dl)-1-Chloro-3,3,3-trifluoropropen